2-Dibenzothiophenemethanol C1=C(C=CC=2SC3=C(C21)C=CC=C3)CO